FC1(CCC(CC1)C=1C=2N(N=C(C1)C=1C(=NC(=NC1)OC)OC)N=C(N2)C)F 8-(4,4-difluorocyclohexyl)-6-(2,4-dimethoxypyrimidin-5-yl)-2-methyl-[1,2,4]triazolo[1,5-b]pyridazine